N[C@@H](CCCCN)C(=O)[O-].[Br+].C(=C)C(CCN)C=1NC=CN1 1-vinyl-3-aminopropyl-imidazole bromine lysine salt